1-(4-ethoxy-6-((3-(trimethoxysilyl)propyl)amino)-1,3,5-triazin-2-yl)-1-(7-nonanamidoheptyl)piperidine-1-ium chloride [Cl-].C(C)OC1=NC(=NC(=N1)NCCC[Si](OC)(OC)OC)[N+]1(CCCCC1)CCCCCCCNC(CCCCCCCC)=O